BrC=1C=C(C2=CC=CC=C2C1)\C(\C=1C(N(N=C(C1O)C)C)=O)=N/OCC 4-[(E)-(3-bromo-1-naphthalenyl)(ethoxyimino)methyl]-5-hydroxy-2,6-dimethyl-3(2H)-pyridazinone